tert-butyl N-[6-(dimethylphosphoryl)-4-methoxypyridin-3-yl]carbamate CP(=O)(C)C1=CC(=C(C=N1)NC(OC(C)(C)C)=O)OC